ClC1=CC(=C(N=N1)OC1=C(C(=CC=C1)C1CC1)F)C1=NOC[C@H](N1C=O)CC1=C(C=C(C=C1)Cl)Cl |r| (5RS)-3-[6-chloro-3-(3-cyclopropyl-2-fluoro-phenoxy)pyridazin-4-yl]-5-[(2,4-dichlorophenyl)methyl]-5,6-dihydro-1,2,4-oxadiazine-4-carbaldehyde